N-((10-methoxy-9-nitro-5,6-dihydrobenzo[d]thieno[3,4-b]oxepin-3-yl)methyl)-1-(methylsulfonyl)piperidin-4-amine COC1=C(C=CC2=C1C=1C(OCC2)=C(SC1)CNC1CCN(CC1)S(=O)(=O)C)[N+](=O)[O-]